9-(Biphenyl-2-yl)-2-bromofluoren-9-ol C1(=C(C=CC=C1)C1(C2=CC=CC=C2C=2C=CC(=CC12)Br)O)C1=CC=CC=C1